C(#C)C=1C=C2CCC(NC2=CC1)=O 6-ethynyl-1,2,3,4-tetrahydroquinolin-2-one